5-(4-(dimethylcarbamoyl)phenyl)-N-(4-(3,3-dimethylureido)benzyl)-1-methyl-1H-pyrazolo[3,4-c]pyridine-3-carboxamide CN(C(=O)C1=CC=C(C=C1)C=1C=C2C(=CN1)N(N=C2C(=O)NCC2=CC=C(C=C2)NC(=O)N(C)C)C)C